C1=C2CC=3C(=C4C(=C5CC=6C=CC=CC6C35)C3=CC=CC=C3C4)C2=CC=C1 10,15-dihydro-5H-diindeno[1,2-a:1',2'-c]fluorene